3-(5-(5-(6-oxa-3-azabicyclo[3.1.1]heptane-3-yl)pent-1-yn-1-yl)-2-methyl-4-oxoquinazolin-3(4H)-yl)piperidine-2,6-dione C12CN(CC(O1)C2)CCCC#CC2=C1C(N(C(=NC1=CC=C2)C)C2C(NC(CC2)=O)=O)=O